C(=O)[O-] formate